3-bromo-5-(tricyclo[5.2.1.02,6]decan-8-yl)anisole ethyl-2-(5-chloropyridin-2-yl)-1,3-oxazole-5-carboxylate C(C)OC(=O)C1=CN=C(O1)C1=NC=C(C=C1)Cl.BrC=1C=C(C=C(C1)C1C2C3CCCC3C(C1)C2)OC